2-(4-Ethylpiperazin-1-yl)-N-(6-(1-methyl-1H-pyrazol-4-yl)isoquinolin-3-yl)Isonicotinamide C(C)N1CCN(CC1)C=1C=C(C(=O)NC=2N=CC3=CC=C(C=C3C2)C=2C=NN(C2)C)C=CN1